T-butyl 5-methyl-6-oxo-3-(trifluoromethyl)-6,7,7a,8,10,11-hexahydropyrazino[1,2-d]pyrido[3,2-b][1,4]diazepin-9(5H)-carboxylate CN1C2=C(N3C(CC1=O)CN(CC3)C(=O)OC(C)(C)C)N=CC(=C2)C(F)(F)F